FC1=C(C=CC(=C1I)F)NS(=O)(=O)C1=CC(=CC=C1)C(F)(F)F N-(2,4-difluoro-3-iodophenyl)-3-(trifluoromethyl)benzenesulfonamide